4-[(2R)-3-(3,4-dihydro-1H-isoquinolin-2-yl)-2-hydroxy-propyl]-8-[[(3R,4R)-3-fluoro-1-(2-hydroxypropyl)-4-piperidyl]oxy]-2-methyl-2,3-dihydro-1,4-benzoxazepin-5-one C1N(CCC2=CC=CC=C12)C[C@H](CN1CC(OC2=C(C1=O)C=CC(=C2)O[C@H]2[C@@H](CN(CC2)CC(C)O)F)C)O